OCCCC(CCO)CCCO 3-(3-hydroxypropan-1-yl)-1,6-hexanediol